C(C)(=O)C=1C=C(C=CC1)NC(=O)NC=1C(=C2C(N(C=NC2=CC1)CCOC)=O)C1CCCC1 1-(3-acetylphenyl)-3-(5-cyclopentyl-3-(2-methoxyethyl)-4-oxo-3,4-dihydroquinazolin-6-yl)urea